5-(4-((1-(4-(1,2-bis(4-hydroxyphenyl)but-1-en-1-yl)phenyl)piperidin-4-yl)methyl)-2,6-dimethylpiperazin-1-yl)-2-(2,6-dioxopiperidin-3-yl)isoindoline-1,3-dione OC1=CC=C(C=C1)C(=C(CC)C1=CC=C(C=C1)O)C1=CC=C(C=C1)N1CCC(CC1)CN1CC(N(C(C1)C)C=1C=C2C(N(C(C2=CC1)=O)C1C(NC(CC1)=O)=O)=O)C